3-(quinoxalin-6-yl)prop-2-en-1-one N1=CC=NC2=CC(=CC=C12)C=CC=O